perfluoro(cyclohexylethyl)sulfonic acid FC(C(C1(C(C(C(C(C1(F)F)(F)F)(F)F)(F)F)(F)F)F)(F)F)(S(=O)(=O)O)F